1-(5-(Aminomethyl)pyridin-3-yl)dihydropyrimidine-2,4(1H,3H)-dione NCC=1C=C(C=NC1)N1C(NC(CC1)=O)=O